FC=1C(=C2C(NCC2=C(C1)F)=O)NC=1C(C(C1OC)=O)=O 3-[(5,7-difluoro-3-oxo-isoindolin-4-yl)amino]-4-methoxy-cyclobut-3-ene-1,2-dione